N-(((2S,5R)-6-(benzyloxy)-7-oxo-1,6-diazabicyclo[3.2.1]octan-2-yl)(imino)methyl)nicotinamide C(C1=CC=CC=C1)ON1[C@@H]2CC[C@H](N(C1=O)C2)C(NC(C2=CN=CC=C2)=O)=N